COC1=CC=C(C(=O)NC2=CC=C(C=C2)N2C3CN(C(C2)C3)C3=NC=CC=C3)C=C1 4-methoxy-N-(4-(5-(pyridin-2-yl)-2,5-diazabicyclo[2.2.1]heptan-2-yl)phenyl)benzamide